1-octylnonyl 6-(3-hydroxypropylamino)hexanoate OCCCNCCCCCC(=O)OC(CCCCCCCC)CCCCCCCC